barium-chromium-zinc [Zn].[Cr].[Ba]